CC1=C(N=C(S1)NC(CC=1C=C(OCCCCN2CCN(CC2)C(=O)OC(C)(C)C)C=CC1)=O)C=1C=C2CCN(C2=CC1)C(C1=C(C=CC=C1)C)=O tert-butyl 4-(4-(3-(2-((5-methyl-4-(1-(2-methylbenzoyl)indolin-5-yl)thiazol-2-yl)amino)-2-oxoethyl)phenoxy)butyl)piperazine-1-carboxylate